FC1=CC=C(C=C1)C1CCN(CC1)C(=O)C1CC2(C1)NC(OC2)=O (2s,4s)-2-(4-(4-fluorophenyl)piperidine-1-carbonyl)-7-oxa-5-azaspiro[3.4]octan-6-one